3-(5-{[(5-chlorothiophen-2-yl)methyl]amino}-1-(2-methylfuran-3-carbonyl)-1H-pyrazol-3-yl)-1-methanesulfonyl-4-(trifluoromethyl)piperidine-2-carboxylic acid ClC1=CC=C(S1)CNC1=CC(=NN1C(=O)C1=C(OC=C1)C)C1C(N(CCC1C(F)(F)F)S(=O)(=O)C)C(=O)O